ClC1=C(C=C(C=C1N)C)NC1=CC(=CC=C1)OC 2-chloro-N1-(3-methoxyphenyl)-5-methylbenzene-1,3-diamine